(p-cymene) ruthenium (II) chloride [Ru](Cl)Cl.C1(=CC=C(C=C1)C)C(C)C